ClC1=CC2=C(N=N1)N(CCC2)[C@H]2CN(CCC2)C 3-chloro-8-[(3R)-1-methylhexahydropyridin-3-yl]-5,6,7,8-tetrahydropyrido[2,3-c][1,2]diazine